C(CCCCCCCCCCCCCCC)[P+](CC)(CC)CC cetyltriethyl-phosphonium